C(CCSSSCCC(=O)OC)(=O)OC dimethyl 3,3'-trithiodipropionate